N[C@@H](C)C=1N(C(C2=CC(=CC=C2C1)Cl)=O)C1=NNC=C1 (S)-3-(1-aminoethyl)-7-chloro-2-(1H-pyrazol-3-yl)isoquinolin-1(2H)-one